FC1=C(C(=CC=C1)F)C1=N[C@H](C2=NN=C(N2C=2SC=3CC[C@H](CCC3C12)F)C)C (7S,14S)-9-(2,6-difluorophenyl)-14-fluoro-3,7-dimethyl-18-thia-2,4,5,8-tetraazatetracyclo[8.8.0.02,6.011,17]octadeca-1(10),3,5,8,11(17)-pentaene